C(C)(C)(C)OC(=O)N=C(NC1=CC=C(C(=O)OC2=CC=C(COC(=O)N([C@H](C(=O)OC(C)(C)C)CC(=O)OC(C)(C)C)CC3=CC(=CC=C3)C(=O)OC(C)(C)C)C=C2)C=C1)NC(=O)OC(C)(C)C (S)-di-tert-butyl 2-((((4-((4-(2,3-bis(tert-butoxycarbonyl)guanidino)benzoyl)oxy)benzyl)oxy)carbonyl) (3-(tert-butoxycarbonyl)benzyl)amino)succinate